OC1=C(C(=O)N(C=2C=NC=CC2)CCC)C=C(C(=C1)O)C(C)C 2,4-dihydroxy-5-isopropyl-N-propyl-N-(pyridin-3-yl)benzamide